2-((4-isopropyl-5-(4-methylbenzyl)thiazol-2-yl)amino)-2-oxoethyl methylsulfamate CNS(OCC(=O)NC=1SC(=C(N1)C(C)C)CC1=CC=C(C=C1)C)(=O)=O